6-{7-[(3R,4R)-3-fluoro-2,2-dimethylpiperidin-4-yl]-6,7-dihydro-5H-pyrrolo[2,3-c]pyridazin-3-yl}-2-methyl-1,3-benzoxazol-5-ol formate C(=O)OC=1C(=CC2=C(N=C(O2)C)C1)C1=CC2=C(N=N1)N(CC2)[C@H]2[C@H](C(NCC2)(C)C)F